C(#N)C1=CC=C(C=C1)S(=O)(=O)NC1=CC=C(C(=O)NC2=C(C=CC=C2)OC)C=C1 4-((4-cyanophenyl)sulfonamido)-N-(2-methoxyphenyl)benzamide